CC(C)(C)S(=O)/N=C/C1=NC=CC=C1 (E)-2-methyl-N-(2-pyridylmethylene)propane-2-sulfinamide